(±)-trans-4-(4-(4-(((Isopentyl(methyl)carbamoyl)oxy)methyl)-3-methylisoxazol-5-yl)phenoxy)tetrahydro-2H-pyran C(CC(C)C)N(C(=O)OCC=1C(=NOC1C1=CC=C(OC2CCOCC2)C=C1)C)C